COC1=CC=C(C=C1)C1N(CCCC1)C(=O)C1=CN(C2=C1C(N(C=C2C)C)=O)C 3-((2-(4-methoxyphenyl)piperidin-1-yl)carbonyl)-1,5,7-trimethyl-1,5-dihydro-4H-pyrrolo[3,2-c]pyridin-4-one